OC1(CCN(CC1)[C@@H]1[C@H](CCC1)OC=1C=C2CN(C(C2=CC1)=O)C1C(NC(CC1)=O)=O)C(F)(F)F 3-(5-(((1S,2S)-2-(4-hydroxy-4-(trifluoromethyl)piperidin-1-yl)cyclopentyl)oxy)-1-oxoisoindolin-2-yl)piperidine-2,6-dione